((1R)-2-(benzofuran-3-yl)-1-(2-methyl-3-oxo-3-((3-(trifluoromethyl)benzyl)amino)propionamido)ethyl)boric acid O1C=C(C2=C1C=CC=C2)C[C@H](NC(C(C(NCC2=CC(=CC=C2)C(F)(F)F)=O)C)=O)OB(O)O